2-((2-chloro-5-(ethoxymethyl)pyrimidin-4-yl)amino)-1-fluoro-5,6,8,9,10,11-hexahydro-7H-pyrido[3',4':4,5]pyrrolo[2,3-f]isoquinolin-7-one ClC1=NC=C(C(=N1)NC=1N=CC=2CCC3=C(C2C1F)NC1=C3C(NCC1)=O)COCC